FC1(CN(C1)C1=CC(=NC(=C1)N1CCOCC1)NC1=NC=C(C=C1)C(F)(F)F)F 4-(3,3-Difluoroazetidin-1-yl)-6-morpholino-N-(5-(trifluoromethyl)pyridin-2-yl)pyridin-2-amine